FC(C(=O)O)(F)F.C1NCC12CNC(C2)=O 2,6-diazaspiro[3.4]octan-7-one trifluoroacetate salt